[Ag+].C(#N)C(C(=O)[NH-])=NO 2-cyano-hydroxyimino-acetamide silver salt